3-(4-phenyl-1-piperidinyl)aniline C1(=CC=CC=C1)C1CCN(CC1)C=1C=C(N)C=CC1